N-Aminocytidine NNC1=NC(N([C@H]2[C@H](O)[C@H](O)[C@@H](CO)O2)C=C1)=O